C(C)OC(=O)[C@@H]1N(CCCC1)C(C[C@H]1N(C(CC1)=O)CC1=CC=C(C=C1)C)=O Ethyl-(2R)-1-[2-[(2S)-1-[(4-methylphenyl)methyl]-5-oxopyrrolidin-2-yl]acetyl]piperidine-2-carboxylat